tert-butyl 4-[3-[2-(cyclopropoxy)-3-pyridyl]-2-methyl-pyrazolo[1,5-a]pyrimidin-5-yl]piperazine-1-carboxylate C1(CC1)OC1=NC=CC=C1C=1C(=NN2C1N=C(C=C2)N2CCN(CC2)C(=O)OC(C)(C)C)C